5-((((2'-(3-((4-(((1-acetylpiperidin-4-yl)amino)methyl)-3-methoxypyridin-2-yl)amino)-2-chlorophenyl)-3'-chloro-6-methoxy-[2,4'-bipyridin]-5-yl)methyl)amino)methyl)pyrrolidin-2-one C(C)(=O)N1CCC(CC1)NCC1=C(C(=NC=C1)NC=1C(=C(C=CC1)C1=NC=CC(=C1Cl)C1=NC(=C(C=C1)CNCC1CCC(N1)=O)OC)Cl)OC